(9R,13S)-13-[4-(2,5-Dichlorophenyl)-6-oxo-1,6-dihydropyrimidin-1-yl]-3,9-dimethyl-3,4,7,15-tetraazatricyclo[12.3.1.02,6]octadeca-1(18),2(6),4,14,16-pentaen-8-one trifluoroacetate FC(C(=O)O)(F)F.ClC1=C(C=C(C=C1)Cl)C=1N=CN(C(C1)=O)[C@H]1CCC[C@H](C(NC=2C=NN(C2C=2C=CN=C1C2)C)=O)C